4-(4-amino-6-(4-methacrylamido-phenyl)-7-methyl-7H-pyrrolo[2,3-d]pyrimidin-5-yl)-N-((1-methoxycyclobutyl)methyl)benzamide NC=1C2=C(N=CN1)N(C(=C2C2=CC=C(C(=O)NCC1(CCC1)OC)C=C2)C2=CC=C(C=C2)NC(C(=C)C)=O)C